N-(2-Bromophenyl)-3-bromothiobenzamide BrC1=C(C=CC=C1)NC(C1=CC(=CC=C1)Br)=S